C1(CC1)NC(=O)NC1=CC(=CC(=C1)C1=NNC2=NC=C(C=C21)C2=CC(=CC=C2)S(=O)(=O)C)F 1-cyclopropyl-3-(3-fluoro-5-(5-(3-(methylsulfonyl)phenyl)-1H-pyrazolo[3,4-b]pyridin-3-yl)phenyl)urea